4-bromo-1-ethyl-1H-1,2,3-triazole BrC=1N=NN(C1)CC